C(C1=CC=CC=C1)OC(\C=C(/C=C/C=C(/CC\C=C(\CCC=C(C)C)/C)\C)\[Sn](CCCC)(CCCC)CCCC)=O (2E,4E,6E,10E)-7,11,15-trimethyl-3-(tributylstannyl)-2,4,6,10,14-hexadecapentaenoic acid benzyl ester